1,6-bis((7-oxabicyclo[4.1.0]heptan-3-yl)methoxy)hexane C12CC(CCC2O1)COCCCCCCOCC1CC2OC2CC1